2-(5-amino-2-(furan-2-yl)-7H-pyrazolo[4,3-e][1,2,4]triazolo[1,5-c]pyrimidin-7-yl)-(cis)-N-(4-hydroxycyclohexyl)-2-phenylacetamide NC1=NC2=C(C=3N1N=C(N3)C=3OC=CC3)C=NN2C(C(=O)N[C@@H]2CC[C@@H](CC2)O)C2=CC=CC=C2